C1(CC1)C=1C2=C(N=NC1C1=C(C=C(C=C1C)C(F)(F)F)O)N(C=N2)[C@H]2CN(CCC2)C 2-[4-cyclopropyl-7-[(3R)-1-methyl-3-piperidyl]imidazo[4,5-c]pyridazin-3-yl]-3-methyl-5-(trifluoromethyl)phenol